5-bromo-3-(2-(3-(3-trifluoromethylphenyl)-4-oxothiazolidin-2-ylidene)hydrazono)indol-2-one tert-butyl-4-(5-methyl-1H-pyrazol-3-yl)piperazine-1-carboxylate C(C)(C)(C)OC(=O)N1CCN(CC1)C1=NNC(=C1)C.BrC=1C=C2C(C(NC2=CC1)=O)=NN=C1SCC(N1C1=CC(=CC=C1)C(F)(F)F)=O